5-(trifluoromethyl)-2,3-dihydro-1H-inden-2-amine FC(C=1C=C2CC(CC2=CC1)N)(F)F